IC1=NNC2=C1C(NCC2)=O 3-iodo-1,5,6,7-tetrahydro-4H-pyrazolo[4,3-c]pyridin-4-one